CS(=O)(=O)N[C@@H]1[C@@H](N(CC1)C(=O)NCC(F)(F)F)CO[C@@H]1CC[C@@H](CC1)C1=CC=CC=C1 (CIS)-3-(methylsulfonamido)-2-((((CIS)-4-phenylcyclohexyl)oxy)methyl)-N-(2,2,2-trifluoroethyl)pyrrolidine-1-carboxamide